CC1=C(C=C(C=C1)CC(=O)O)CCN[C@H](C1=CC=CC=C1)[C@H]1C(NC2=CC=CN=C2C1)=O 2-(4-methyl-3-(2-(((S)-((S)-2-oxo-1,2,3,4-tetrahydro-1,5-naphthyridin-3-yl)(phenyl)methyl)amino)ethyl)phenyl)acetic acid